COC1=C(C=CC(=N1)C1=CC=C(N=N1)N([C@H]1C[C@H](N(CC1)C(=O)OC(C)(C)C)C)C)C=1C=NN(C1)C1OCCCC1 tert-Butyl (2R,4R)-4-[(6-[6-methoxy-5-[1-(oxan-2-yl)pyrazol-4-yl]pyridin-2-yl]pyridazin-3-yl)(methyl)amino]-2-methylpiperidine-1-carboxylate